FC1=CC(=C(C=C1)C1=CC(=CC=C1)N)C1=NN=CN1C 4'-fluoro-2'-(4-methyl-1,2,4-triazol-3-yl)-[1,1'-biphenyl]-3-amine